2-(4-nitrophenyl)ethyl bromide [N+](=O)([O-])C1=CC=C(C=C1)CCBr